4-chloro-6-methyl-1H-pyrrolo[2,3-d]pyridazin ClC=1C=2C(=CN(N1)C)NCC2